4-[6-cyano-1-(4-fluorophenyl)-4-hydroxy-2-tetrahydropyran-4-yl-indol-3-yl]Benzoic acid C(#N)C1=CC(=C2C(=C(N(C2=C1)C1=CC=C(C=C1)F)C1CCOCC1)C1=CC=C(C(=O)O)C=C1)O